CS(=O)(=O)C=1C=C(C=NC1)CO (5-(Methyl-sulfonyl)pyridin-3-yl)methanol